tert-butyl (3-(3-(4-carbamoyl-5-phenyl-1H-imidazol-2-yl)-1H-indazole-5-carboxamido)propyl)carbamate C(N)(=O)C=1N=C(NC1C1=CC=CC=C1)C1=NNC2=CC=C(C=C12)C(=O)NCCCNC(OC(C)(C)C)=O